acetyl disulfone C(C)(=O)S(S(=O)(=O)C(C)=O)(=O)=O